1-(4-((7-(benzyloxy)-6-methoxyquinazolin-4-yl)oxy)-2-chlorophenyl)-3-(2-fluoro-5-methylphenyl)urea C(C1=CC=CC=C1)OC1=C(C=C2C(=NC=NC2=C1)OC1=CC(=C(C=C1)NC(=O)NC1=C(C=CC(=C1)C)F)Cl)OC